tert-butyl (2S,5R)-4-((1-(3-(2,6-dioxopiperidin-3-yl)-1-methyl-1H-indazol-7-yl)piperidin-4-yl)methyl)-2,5-dimethylpiperazine-1-carboxylate O=C1NC(CCC1C1=NN(C2=C(C=CC=C12)N1CCC(CC1)CN1C[C@@H](N(C[C@H]1C)C(=O)OC(C)(C)C)C)C)=O